C1(=CC(=CC=C1)OC1=C2C(OC(C2=CC=C1)=O)=O)OC1=C2C(OC(C2=CC=C1)=O)=O m-phenylenebis(oxy)bis(isobenzofuran-1,3-dione)